CC1=CC(=CC(=C1)C(C)(C)C)C 1,3-dimethyl-5-tert-butyl-benzene